oxygen pyrophosphite [O-]P([O-])OP([O-])[O-].[O+2].[O+2]